COC1=C(CNC2=NC=3C=CC=NC3C3=C2C(OC[C@H](N3)CCC)=O)C=CC(=C1)OC (R)-6-((2,4-dimethoxybenzyl)amino)-2-propyl-2,3-dihydro-[1,4]oxaazepino[6,5-c][1,5]naphthyridin-5(1H)-one